C1(CC=CC=C1)C=1NC2=CC=CC=C2C1 1H-2-phenylindol